BrC1=CC=C(S1)C(=O)NC1CC(CCC1)C1=C(NC2=CC(=CC=C12)C(=O)NC)C1=CC=CC=C1 3-(3-(5-bromothiophene-2-carboxamido)cyclohexyl)-N-methyl-2-phenyl-1H-indole-6-carboxamide